CC1CCC(CC1)\N=C\1/OC(C(=C1CC(=O)OCC)CC=1C=NC=CC1)=O Ethyl (Z)-2-(2-((4-methylcyclohexyl)imino)-5-oxo-4-(pyridin-3-yl methyl)-2,5-dihydrofuran-3-yl)acetate